7-bromo-2-(bromomethyl)-4-chloro-pyrazolo[1,5-a]pyridine BrC1=CC=C(C=2N1N=C(C2)CBr)Cl